N-(1-cyclopropylethyl)-3-(5''-(methylsulfonamido)dispiro[cyclopropane-1,1'-cyclohexane-4',3''-indoline]-1''-carbonyl)benzenesulfonamide C1(CC1)C(C)NS(=O)(=O)C1=CC(=CC=C1)C(=O)N1CC2(C3=CC(=CC=C13)NS(=O)(=O)C)CCC1(CC2)CC1